2-(indolin-1-ylmethyl)-6-(trifluoromethyl)quinazolin-4(3H)-one N1(CCC2=CC=CC=C12)CC1=NC2=CC=C(C=C2C(N1)=O)C(F)(F)F